SS1(C(=NN=C1)C(=O)[O-])S dimercapto-1,3,4-thiadiazolate